NC=1C(=C(COC=2C=C3C(=NC2)N(N=C3C#N)COCC[Si](C)(C)C)C(=CC1)F)F 5-((3-amino-2,6-difluorobenzyl)oxy)-1-((2-(trimethylsilyl)ethoxy)methyl)-1H-pyrazolo[3,4-b]pyridine-3-carbonitrile